sodium aminobenzene phosphate P(=O)([O-])([O-])[O-].NC1=CC=CC=C1.[Na+].[Na+].[Na+]